N-Fmoc-glutamic acid 1-tert-butyl ester C(C)(C)(C)OC([C@@H](NC(=O)OCC1C2=CC=CC=C2C2=CC=CC=C12)CCC(=O)O)=O